1-(1Z-eicosenyl)-2-(7Z,10Z,13Z,16Z-docosatetraenoyl)-glycero-3-phosphoserine CCCCCCCCCCCCCCCCCC/C=C\OC[C@H](COP(=O)(O)OC[C@@H](C(=O)O)N)OC(=O)CCCCC/C=C\C/C=C\C/C=C\C/C=C\CCCCC